C(C1=CC=CC=C1)C1=NC(=NO1)C(=O)OCC Ethyl 5-benzyl-1,2,4-oxadiazol-3-carboxylate